COC1=CC=C(CN2[C@H](COC3=C(C2)C=CC(=C3)C(=O)OC)C)C=C1 Methyl (S)-4-(4-methoxybenzyl)-3-methyl-2,3,4,5-tetrahydrobenzo[f][1,4]oxazepine-8-carboxylate